18-bromo-1,1,1-trifluorooctadecane BrCCCCCCCCCCCCCCCCCC(F)(F)F